3-Cyclopropyl-N-((S)-(7-((S)-cyclopropyl((S*)-4,4,4-trifluoro-3-methylbutanamido)methyl)imidazo[1,2-a]pyrimidin-2-yl)(4,4-difluorocyclohexyl)methyl)isoxazole-4-carboxamide C1(CC1)C1=NOC=C1C(=O)N[C@@H](C1CCC(CC1)(F)F)C=1N=C2N(C=CC(=N2)[C@@H](NC(C[C@@H](C(F)(F)F)C)=O)C2CC2)C1 |o1:32|